2-(((2S,4s,6S)-6-((7-chloroquinazolin-4-yl)amino)spiro[3.3]heptan-2-yl)oxy)nicotinamide ClC1=CC=C2C(=NC=NC2=C1)NC1CC2(CC(C2)OC2=C(C(=O)N)C=CC=N2)C1